(2R,3R,4R,5S)-2-methyl-1-(2-methylphenylethyl)piperidine-3,4,5-triol C[C@H]1N(C[C@@H]([C@H]([C@@H]1O)O)O)CCC1=C(C=CC=C1)C